FC=1C=C(C(=O)OC)C=C(C1)C1=NN(C=C1COC)C methyl 3-fluoro-5-(4-(methoxymethyl)-1-methyl-1H-pyrazol-3-yl)benzoate